ClC=1C(=NC=2CN(CCC2C1)C(=O)OC(C)(C)C)OCC1=C(C=CC=C1)Cl tert-butyl 3-chloro-2-((2-chlorobenzyl)oxy)-5,8-dihydro-1,7-naphthyridine-7(6H)-carboxylate